Cl.N[C@H]1[C@@H](C(CC12CCN(CC2)C=2N=CC(=NC2)SC2=C(C(=NC=C2)NC2=NC(=NC=C2)N2C[C@H]([C@H](CC2)O)F)Cl)=O)C (3R,4S)-1-(4-((4-((5-((3S,4S)-4-amino-3-methyl-2-oxo-8-azaspiro[4.5]Dec-8-yl)pyrazin-2-yl)thio)-3-chloropyridin-2-yl)amino)pyrimidin-2-yl)-3-fluoropiperidin-4-ol hydrochloride